(+)-8-((1S,2S,3S)-3-hydroxy-2-methylcyclopentyl)-6-(difluoromethyl-d)-2-((1-((methyl-d3)sulfonyl)piperidin-4-yl)amino)pyrido[2,3-d]pyrimidin-7(8H)-one O[C@@H]1[C@H]([C@H](CC1)N1C(C(=CC2=C1N=C(N=C2)NC2CCN(CC2)S(=O)(=O)C([2H])([2H])[2H])C([2H])(F)F)=O)C